C(C)N1C[C@@H]2C[C@@H]2[C@@H](C1)OC=1C=C2CN(C(C2=CC1)=O)C1C(NC(CC1)=O)=O 3-(5-(((1R,5S,6S)-3-ethyl-3-azabicyclo[4.1.0]heptan-5-yl)oxy)-1-oxoisoindolin-2-yl)piperidine-2,6-dione